Tert-Butyl 1-(cyclohex-2-en-1-yl)-1H,4H,5H,6H,7H-imidazo[4,5-c]pyridine-5-carboxylate C1(C=CCCC1)N1C=NC=2CN(CCC21)C(=O)OC(C)(C)C